F[C@H]1CN(CC[C@H]1NC=1C=2C=C(N(C2C=CC1)CC(F)(F)F)C1=NOC(=N1)CNC=1C2=C(N=CN1)SC=C2)C N-[(3S,4R)-3-fluoro-1-methylpiperidin-4-yl]-2-{5-[({thieno[2,3-d]pyrimidin-4-yl}amino)methyl]-1,2,4-oxadiazol-3-yl}-1-(2,2,2-trifluoroethyl)-1H-indol-4-amine